COC=1C=C2CCN(CC2=CC1NC1=NC=C(C(=N1)NC1=CC(=CC=C1)C(NC)=O)C(=O)N)C 2-[(6-methoxy-2-methyl-1,2,3,4-tetrahydroisoquinolin-7-yl)amino]-4-{[3-(methylcarbamoyl)phenyl]amino}pyrimidine-5-carboxamide